(S)-3-(1-((9H-purin-6-yl)amino)ethyl)-8-chloro-2-phenylisoquinolin N1=CN=C2NC=NC2=C1N[C@@H](C)C=1N(CC2=C(C=CC=C2C1)Cl)C1=CC=CC=C1